OC[C@@H]1OC[C@H](CO1)N1C(C2=CC=CC=C2C1=O)=O 2-[trans-2-(hydroxymethyl)-1,3-dioxan-5-yl]-2,3-dihydro-1H-isoindole-1,3-dione